C(#N)C=1C=C(OC=2C=C(OC3=C(C=CC=C3)/C(/C(=O)OC)=C\OC)C=CC2)C=CC1 methyl (E)-2-[2-[3-(3-cyanophenoxy)phenoxy]phenyl]-3-methoxyacrylate